O[C@@H]1C[C@@H](OC[C@H]1C)[C@H]1[C@@H](CC1)CN1C2=C(OCC3(CCCC4=CC=CC=C34)C1)C=CC(=C2)C(=O)[O-] 5-(((1R,2R)-2-((2R,4R,5R)-4-HYDROXY-5-METHYL TETRAHYDRO-2H-PYRAN-2-YL)CYCLOBUTYL)METHYL)-3',4,4',5-TETRAHYDRO-2H,2'H-SPIRO[BENZO[B][1,4]OXAZEPINE-3,1'-NAPHTHALENE]-7-CARBOXYLATE